(1S,2S,5R)-1-hydroxy-N-[2-(2-hydroxyphenyl)ethyl]-2-isopropyl-5-methyl-cyclohexanecarboxamide O[C@@]1([C@@H](CC[C@H](C1)C)C(C)C)C(=O)NCCC1=C(C=CC=C1)O